2,2-dilinoleyl-(3-dimethylaminopropyl)[1,3]-dioxolane sodium [Na].C(CCCCCCC\C=C/C\C=C/CCCCC)C1(OCC(O1)CCCN(C)C)CCCCCCCC\C=C/C\C=C/CCCCC